ethyl 1-(3-cyano-1-methyl-2-oxo-1,2-dihydroquinolin-4-yl)-4-fluoropiperidine-4-carboxylate C(#N)C=1C(N(C2=CC=CC=C2C1N1CCC(CC1)(C(=O)OCC)F)C)=O